ClC=1C=C(C=CC1F)CNC(=O)C1CN(C(C1)=O)C1CCCC1 N-[(3-chloro-4-fluorophenyl)methyl]-1-cyclopentyl-5-oxopyrrolidine-3-carboxamid